NC1=NC(=C(C=2C1=NN(N2)CC2=NC=CC=C2)C2=CC=NN2C(C)C)C=2C(=C(C#N)C=CC2)F (4-amino-7-(1-isopropyl-1H-pyrazol-5-yl)-2-(pyridin-2-ylmethyl)-2H-[1,2,3]triazolo[4,5-c]pyridin-6-yl)-2-fluorobenzonitrile